2-(tetrahydro-furan-3-yl)morpholine O1CC(CC1)C1CNCCO1